3-(2-(3,4-difluorophenoxy)pyridin-3-yl)-6-methyl-1,6-dihydro-7H-pyrrolo[2,3-c]pyridin-7-one FC=1C=C(OC2=NC=CC=C2C2=CNC=3C(N(C=CC32)C)=O)C=CC1F